C(C)(C)(C)OC(=O)N1CC(C(CC1)=O)CN(C)C tert-butyl-3-((dimethylamino) methyl)-4-oxopiperidine-1-carboxylate